C1(CC1)C1=C(C(=NO1)C1=C(C=NC=C1Cl)Cl)/C=C/C1CC2(CC(C2)COC2=NN(C=C2C)C(C)C)C1 (E)-3-((6-(2-(5-Cyclopropyl-3-(3,5-dichloropyridin-4-yl)isoxazol-4-yl)vinyl)spiro[3.3]heptan-2-yl)methoxy)-1-isopropyl-4-methyl-1H-pyrazol